(1S,2R)-2-(((2-(4'-fluoro-2'-(4-methyl-4H-1,2,4-triazol-3-yl)-[1,1'-biphenyl]-3-yl)-7-methoxybenzo[d]oxazol-5-yl)methyl)(methyl)amino)cyclopentan-1-ol FC1=CC(=C(C=C1)C1=CC(=CC=C1)C=1OC2=C(N1)C=C(C=C2OC)CN([C@H]2[C@H](CCC2)O)C)C2=NN=CN2C